1-[(2R,6S)-6-(hydroxymethyl)-4-trityl-morpholin-2-yl]pyrimidine-2,4-dione OC[C@H]1O[C@H](CN(C1)C(C1=CC=CC=C1)(C1=CC=CC=C1)C1=CC=CC=C1)N1C(NC(C=C1)=O)=O